(R)-4-(3-(tert-butoxy-methyl)-2,5-dioxo-4-(4-(trifluoromethyl)benzyl)-piperazin-1-yl)-3-fluorobenzonitrile C(C)(C)(C)OC[C@@H]1C(N(CC(N1CC1=CC=C(C=C1)C(F)(F)F)=O)C1=C(C=C(C#N)C=C1)F)=O